4-Chlorobenzene-1,3-diol ClC1=C(C=C(C=C1)O)O